tert-butyl 7-(5-(3-cyano-6-(1-methyl-1H-pyrazol-4-yl) pyrazolo[1,5-a]pyridin-4-yl) pyridin-2-yl)-2,7-diazaspiro[3.5]nonane-2-carboxylate C(#N)C=1C=NN2C1C(=CC(=C2)C=2C=NN(C2)C)C=2C=CC(=NC2)N2CCC1(CN(C1)C(=O)OC(C)(C)C)CC2